N1C(CCCC1)C(=O)OCC1=C(C(=NC=C1)Br)F ((2-bromo-3-fluoropyridin-4-yl) methyl) piperidine-2-carboxylate